COCCOCC[C@@H](C(=O)NCC1=CC=C(C=C1)OC)SC1=NC(NC=C1C)=O (2S)-4-(2-methoxyethoxy)-N-[(4-methoxyphenyl)methyl]-2-[(5-methyl-2-oxo-1H-pyrimidin-4-yl)sulfanyl]butanamide